FC(COC=1C(=NC(=NC1OC)NS(=O)(=O)C1=CNC2=C(C(=CC=C12)C(F)F)N1N=CC=C1)OC)F N-[5-(2,2-difluoroethoxy)-4,6-dimethoxy-pyrimidin-2-yl]-6-(difluoromethyl)-7-pyrazol-1-yl-1H-indole-3-sulfonamide